yttrium-manganese [Mn].[Y]